FC1CC(N(C1)C(CC=1OC(=CN1)C)=O)C(=O)NC(C1=CC=CC=C1)C1=NC(=C(C=C1)C(C)C)F 4-fluoro-N-{[6-fluoro-5-(propan-2-yl)pyridin-2-yl](phenyl)methyl}-1-[2-(5-methyl-1,3-oxazol-2-yl)acetyl]pyrrolidine-2-carboxamide